2-Oxo-2-[rac-(2R,5S)-2-(2,3-dihydrobenzofuran-4-yl)-5-methyl-1-piperidyl]acetamide O=C(C(=O)N)N1[C@H](CC[C@@H](C1)C)C1=CC=CC2=C1CCO2 |r|